8'-Bromo-1-(3-chlorophenyl)-7'-fluoro-3'-methylspiro[azetidine-3,1'-pyrrolo[2,3-c]quinolin]-2'(3'H)-one BrC1=CC=2C3=C(C=NC2C=C1F)N(C(C31CN(C1)C1=CC(=CC=C1)Cl)=O)C